2-((1R,2R)-2-(3-Cyano-4-oxo-1-((R)-1-(6-(trifluoromethyl)pyridin-3-yl)ethyl)-4,5-dihydro-1H-pyrazolo[3,4-d]pyrimidin-6-yl)cyclobutyl)pyridin-1-oxid C(#N)C1=NN(C=2N=C(NC(C21)=O)[C@H]2[C@@H](CC2)C2=[N+](C=CC=C2)[O-])[C@H](C)C=2C=NC(=CC2)C(F)(F)F